(7R,13R)-7,13-dimethyl-8,11,14-trioxa-4,19,20-triazatetracyclo[13.5.2.12,6.018,21]tricosa-1(20),2(23),3,5,15(22),16,18(21)-heptaene hydrochloride Cl.C[C@@H]1C2=CN=CC(C3=NNC=4C=CC(O[C@@H](COCCO1)C)=CC34)=C2